2-fluoro-5-(3-fluorophenoxy)benzoic acid FC1=C(C(=O)O)C=C(C=C1)OC1=CC(=CC=C1)F